2-[[4-[(E)-3-(4-Thiophen-2-ylphenyl)prop-2-enoyl]phenyl]carbamoylamino]acetic acid S1C(=CC=C1)C1=CC=C(C=C1)/C=C/C(=O)C1=CC=C(C=C1)NC(=O)NCC(=O)O